N-(cyclohexylidene)-3-(ethyldimethoxysilyl)-1-propylamine C1(CCCCC1)=NCCC[Si](OC)(OC)CC